1-(4-chloro-2-methyl-pyrimidin-5-yl)-3-[6-[3-(trifluoromethoxy)phenoxy]-3-pyridinyl]urea ClC1=NC(=NC=C1NC(=O)NC=1C=NC(=CC1)OC1=CC(=CC=C1)OC(F)(F)F)C